C(C)C(C(=O)OCC)(CC)NC(=O)C1=NC(=C(C=C1)N1CC(C1)OC)OC[C@H]1[C@@H](C1)COCF (+)-trans-Ethyl 2-ethyl-2-{[6-({2-[(fluoromethoxy)methyl]cyclopropyl}methoxy)-5-(3-methoxyazetidin-1-yl)pyridine-2-carbonyl]amino}butanoate